[Ir+2].N1=C(C=CC=C1)C1=NN=NN1 (5-(pyridin-2-yl)-1H-tetrazole) iridium (II)